C(C)(C)(C)OC(=O)NC1=NN(C(=C1)C1=CC=2N(C=C1)N=CC2)C2=NC(=CC=C2)C 5-(3-((tert-butoxycarbonyl)amino)-1-(6-methylpyridin-2-yl)-1H-pyrazol-5-yl)pyrazolo[1,5-a]pyridine